3-hydroxy-3-(4-methylthiazol-2-yl)butanoic acid OC(CC(=O)O)(C)C=1SC=C(N1)C